[Si](C)(C)(C(C)(C)C)OCC1CCN2CC(CC12C(=O)OCC)=C ethyl 1-(((tert-butyldimethylsilyl)oxy)methyl)-6-methylenetetrahydro-1H-pyrrolizine-7a(5H)-carboxylate